N-(2-fluoro-5-((2-(4-methoxypiperidin-1-yl)ethyl)carbamoyl)phenyl)-2-(1-methyl-1H-pyrazol-4-yl)-1H-pyrrolo[2,3-b]pyridine-5-carboxamide FC1=C(C=C(C=C1)C(NCCN1CCC(CC1)OC)=O)NC(=O)C=1C=C2C(=NC1)NC(=C2)C=2C=NN(C2)C